2-(2,6-Dioxopiperidin-3-yl)-5-((2-(2-(2-(2-hydroxyethoxy)ethoxy)ethoxy)ethyl)amino)isoindoline-1,3-dione O=C1NC(CCC1N1C(C2=CC=C(C=C2C1=O)NCCOCCOCCOCCO)=O)=O